5-[(2R)-11-piperazin-1-yl-4,7,10-triazatricyclo[7.4.0.02,7]trideca-1(9),10,12-trien-4-yl]quinoline-8-carbonitrile N1(CCNCC1)C1=NC=2CN3CCN(C[C@H]3C2C=C1)C1=C2C=CC=NC2=C(C=C1)C#N